(E)-3-(((2R,3S)-3-butyl-2-fluoro-7-(methylthio)-1,1-dioxido-5-phenyl-2,3,4,5-tetrahydrobenzo[b][1,4]thiazepin-8-yl)oxy)acrylic acid C(CCC)[C@H]1CN(C2=C(S([C@H]1F)(=O)=O)C=C(C(=C2)SC)O/C=C/C(=O)O)C2=CC=CC=C2